1-methyl-6-((5-(trifluoromethyl)isoindolin-2-yl)methyl)pyridin CN1CC=CC=C1CN1CC2=CC=C(C=C2C1)C(F)(F)F